N-(3-((5-(4-bromo-3-fluorophenyl)-2-((1-methyl-1H-pyrazol-4-yl)amino)pyrimidin-4-yl)amino)-5-chlorophenyl)acrylamide BrC1=C(C=C(C=C1)C=1C(=NC(=NC1)NC=1C=NN(C1)C)NC=1C=C(C=C(C1)Cl)NC(C=C)=O)F